Tert-butyl N-[(1R,4R,7R)-2-[2-[1-(cyclopropylmethyl)-6-oxo-1,6-dihydropyridin-2-yl]-7-methoxy-1-methyl-1H-1,3-benzodiazole-5-carbonyl]-2-azabicyclo[2.2.1]heptan-7-yl]carbamate C1(CC1)CN1C(=CC=CC1=O)C1=NC2=C(N1C)C(=CC(=C2)C(=O)N2[C@@H]1CC[C@H](C2)[C@H]1NC(OC(C)(C)C)=O)OC